α,α-dinaphthyl-β-propiolactone C1(=CC=CC2=CC=CC=C12)C1(C(=O)OC1)C1=CC=CC2=CC=CC=C12